ClC=1C=CC(=NC1)[C@@]1(OC2=C(O1)C=CC=C2C2=CC[C@@H](OC2)CC2=NC1=C(N2CC=2N=CSC2)C=C(C=C1)C(=O)O)C 2-(((R)-5-((S)-2-(5-chloropyridin-2-yl)-2-methylbenzo[d][1,3]dioxol-4-yl)-3,6-dihydro-2H-pyran-2-yl)methyl)-1-(thiazol-4-ylmethyl)-1H-benzo[d]imidazole-6-carboxylic acid